(2-(7-chloro-2-methoxyquinoxalin-5-yl)-4-methyl-7,8-dihydro-[1,4]dioxino[2',3':3,4]benzo[1,2-d]thiazol-7-yl)methyl (6-methylpyridin-3-yl)carbamate CC1=CC=C(C=N1)NC(OCC1OC2=C(C3=C(N=C(S3)C3=C4N=CC(=NC4=CC(=C3)Cl)OC)C(=C2)C)OC1)=O